FC1([C@H](C1)C(=O)NC1=NC=C2C=C(C(=NC2=C1)C(=O)NC)C=1C=NC(=CC1C)C(CC)O)F 7-((R)-2,2-difluorocyclopropane-1-carboxamido)-3-(6-(1-hydroxypropyl)-4-methylpyridin-3-yl)-N-methyl-1,6-naphthyridine-2-carboxamide